(S,6S)-N-((1,2,3,5,6,7-hexahydro-s-indacen-4-yl)carbamoyl)-6-(3-methoxyazetidin-1-yl)-N'-trityl-6,7-dihydro-5H-pyrazolo[5,1-b][1,3]oxazine-3-sulfonimidamide C1CCC2=C(C=3CCCC3C=C12)NC(=O)N[S@@](=O)(=NC(C1=CC=CC=C1)(C1=CC=CC=C1)C1=CC=CC=C1)C=1C=NN2C1OC[C@H](C2)N2CC(C2)OC